The molecule is a nitrogen oxide consisting of linear unsymmetrical molecules with formula N2O. While it is the most used gaseous anaesthetic in the world, its major commercial use, due to its solubility under pressure in vegetable fats combined with its non-toxicity in low concentrations, is as an aerosol spray propellant and aerating agent for canisters of 'whipped' cream. It has a role as an inhalation anaesthetic, a NMDA receptor antagonist, a bacterial metabolite, a general anaesthetic, a vasodilator agent, an analgesic, a member of greenhouse gas, a raising agent, a member of food packaging gas, a food propellant and a refrigerant. It is a nitrogen oxide and a gas molecular entity. [N-]=[N+]=O